5-((4-Hydroxy-N-(4'-methyl-6'-(trifluoromethyl)-[2,2'-bipyridin]-6-yl)cyclohexanecarboxamido)methyl)-N-(1H-indazol-7-yl)picolinamide OC1CCC(CC1)C(=O)N(C1=CC=CC(=N1)C1=NC(=CC(=C1)C)C(F)(F)F)CC=1C=CC(=NC1)C(=O)NC=1C=CC=C2C=NNC12